C1(CC1)C1=NC=C(C(=O)NC=2C=C3C(=NC=NC3=CC2OC)C=2C(=NN(C2)C)C2=C(C=CC=C2)F)C=C1 6-cyclopropyl-N-(4-(3-(2-fluorophenyl)-1-methyl-1H-pyrazol-4-yl)-7-methoxyquinazolin-6-yl)nicotinamide